NC1=NC=CC(=C1Cl)SC=1C=2N(C(=NC1)N1CCC3(CC1)CC1=C(C=NC=C1)[C@H]3N)C=CN2 (S)-1'-(8-((2-amino-3-chloropyridin-4-yl)thio)imidazo[1,2-c]pyrimidin-5-yl)-5,7-dihydrospiro[cyclopenta[c]pyridine-6,4'-piperidine]-7-amine